Cl.ClC=1C(=NC=CC1)N1CCC(CC1)N (3-chloropyridin-2-yl)piperidin-4-amine hydrochloride